6-hydroxyhexyl 4-methylnonanoate CC(CCC(=O)OCCCCCCO)CCCCC